NC1=C2C(=NC(=N1)Cl)N(N=C2)[C@H]2[C@@H]([C@@H]([C@H](O2)COC(CO)P(O)(O)=O)O)O (1-(((2R,3S,4R,5R)-5-(4-amino-6-chloro-1H-pyrazolo[3,4-d]pyrimidin-1-yl)-3,4-dihydroxytetrahydrofuran-2-yl)methoxy)-2-hydroxyethyl)phosphonic acid